aluminum-silicon-calcium salt [Ca].[Si].[Al]